CN1CCN(CC1)C(=O)[C@@H]1CC[C@H](CC1)C(=O)OC Methyl trans-4-[(4-methylpiperazin-1-yl)carbonyl]cyclohexanecarboxylate